methyl (R)-2-bromo-3,3-dimethylbutyrate Br[C@@H](C(=O)OC)C(C)(C)C